FC(C1=NC(=NO1)C=1C=C2CC[C@H](C2=CC1)NC(=O)C1=CN=C(N1C)C)F (R)-N-(5-(5-(difluoromethyl)-1,2,4-oxadiazol-3-yl)-2,3-dihydro-1H-inden-1-yl)-1,2-dimethyl-1H-imidazole-5-carboxamide